N-((3S,3aR,6S,6aR)-6-(4-cyclohexylbutanamido)hexahydrofuro[3,2-b]furan-3-yl)-cyclopropanecarboxamide C1(CCCCC1)CCCC(=O)N[C@H]1CO[C@H]2[C@@H]1OC[C@@H]2NC(=O)C2CC2